ClC1=C(C=CC(=C1)Cl)[S+](C1=C(C=C(C=C1)Cl)Cl)C1=C(C=C(C=C1)Cl)Cl tris(2,4-dichlorophenyl)sulfonium